triethyl-(2-phenylvinyl)silane C(C)[Si](C=CC1=CC=CC=C1)(CC)CC